FC1(C[C@H]([C@H](C2=CC=C(C=C12)O)C1=CC=C(C=C1)N1CCC(CC1)C=O)C1=C(C=CC=C1)F)F 1-(4-((1S,2R)-4,4-difluoro-2-(2-fluorophenyl)-6-hydroxy-1,2,3,4-tetrahydronaphthalen-1-yl)phenyl)piperidine-4-carbaldehyde